C1(CC1)N1C(C2=C(N(C(C=C2CC1)=O)C)NC1=C(C=C(C=C1)SC)F)=O 2-cyclopropyl-8-((2-fluoro-4-(methylthio)phenyl)amino)-7-methyl-3,4-dihydro-2,7-naphthyridine-1,6(2h,7h)-dione